C(C)C1(CN=CC(=N1)C)C 3-ethyl-3,5-dimethylpyrazine